CC(C(=O)N1CCNCC1)C 2-Methyl-1-(piperazin-1-yl)propan-1-one